9H-fluoren-9-ylmethyl N-[(1R)-3-oxo-1-(phenylsulfanylmethyl)propyl]carbamate O=CC[C@H](CSC1=CC=CC=C1)NC(OCC1C2=CC=CC=C2C=2C=CC=CC12)=O